C(#C)C(O)(CCCCCCCCCC)C ethynylmethyl-decyl-carbinol